(2S)-2-[[(E)-3-(4-chloro-2-fluoro-phenyl)prop-2-enoyl]amino]-N-[(1S)-1-cyano-2-[(3S)-2-oxopyrrolidin-3-yl]ethyl]-4-methyl-pentanamide ClC1=CC(=C(C=C1)/C=C/C(=O)N[C@H](C(=O)N[C@@H](C[C@H]1C(NCC1)=O)C#N)CC(C)C)F